2-{[(tert-butyldimethylsilyl)oxy]methyl}-N-methylcyclopropan-1-amine [Si](C)(C)(C(C)(C)C)OCC1C(C1)NC